C(C)OCOC=1C=C(C=O)C=CC1C1=C(N=C(N=N1)N[C@H]1CN(CCC1)C)C (R)-3-(ethoxymethoxy)-4-(5-methyl-3-((1-methylpiperidin-3-yl)amino)-1,2,4-triazine-6-yl)benzaldehyde